Cl[SiH](CC[Si](C)(Cl)Cl)Cl 1,1,4,4-tetrachloro-1,4-disilapentane